C(CCCCCCCCCCC)(=O)OCCCCCCCCCCCCCCCCCCC(CC)C 19-methylheneicosyl laurate